C(#C)C1=C(C#N)C=CC=N1 2-ethynyl-nicotinonitrile